1-(furan-2-yl)-3-(pentafluoroethyl)-1,2,4-triazole-5-carboxylic acid ethyl ester C(C)OC(=O)C1=NC(=NN1C=1OC=CC1)C(C(F)(F)F)(F)F